FC1([C@H](C1)N1N=CC(=C1C)NC1=NC2=CC(=C(C=C2C=N1)C)C1CCN(CC1)[C@H]1[C@H](COC1)O)F (S)-(3R,4R)-4-[4-(2-{[1-(2,2-difluorocyclopropyl)-5-methyl-1H-pyrazol-4-yl]amino}-6-methylquinazolin-7-yl)piperidin-1-yl]oxolan-3-ol